3-[(3-fluoropyridin-4-yl)acetyl]benzonitrile FC=1C=NC=CC1CC(=O)C=1C=C(C#N)C=CC1